FC(C1=CC=C(C=C1)C1=CC=2N(C(=N1)C#N)C=CN2)(F)F 7-(4-(trifluoromethyl)phenyl)imidazo[1,2-c]pyrimidine-5-carbonitrile